OC=1C=C(C=C(C1)C(=O)O)C(=O)O 5-hydroxy-1,3-benzenedicarboxylic acid